N-((S)-(5-((S)-1-(5,5-difluoro-2-oxotetrahydro-pyrimidin-1(2H)-yl)-2-methoxyethyl)benzo[d]oxazol-2-yl)((1r,4S)-4-fluorocyclohexyl)methyl)-4-methyl-1,2,5-oxadiazole-3-carboxamide FC1(CNC(N(C1)[C@H](COC)C=1C=CC2=C(N=C(O2)[C@@H](NC(=O)C2=NON=C2C)C2CCC(CC2)F)C1)=O)F